(S)-3-(cyclobutyl(4-methyl-4H-1,2,4-triazol-3-yl)methyl)aniline C1(CCC1)[C@@H](C=1C=C(N)C=CC1)C1=NN=CN1C